C(#C)C1=NC(=CC=C1)F 2-ethynyl-6-fluoropyridine